8-([1,1'-Biphenyl]-3-Ylmethyl)-6,6a,7,8,9,10-Hexahydropyrazino[1,2-a]Thieno[4,3,2-De]Quinoline C1(=CC(=CC=C1)CN1CC2N(C=3C=CC=C4C3C(C2)=CS4)CC1)C1=CC=CC=C1